C(C=C)(=O)OP1(=NP(=NP(=N1)(OC(C=C)=O)F)(F)F)F 2,4-bisacryloxytetrafluoro-cyclotriphosphazene